C(C1=CC=CC=C1)NC12C[C@@H](C(CC1)(CC2)NC(OC(C)(C)C)=O)O (S)-tert-butyl (4-(benzylamino)-2-hydroxybicyclo[2.2.2]octan-1-yl)carbamate